5-{2-[2-({N-[6-(2,5-dioxo-2,5-dihydro-1H-pyrrol-1-yl)hexanoyl]-3-sulfo-L-alanyl}amino)ethoxy]ethoxy}phenyl beta-D-glucopyranosiduronic acid O([C@H]1[C@H](O)[C@@H](O)[C@H](O)[C@H](O1)C(=O)O)C1=CC=CC(=C1)OCCOCCNC([C@@H](NC(CCCCCN1C(C=CC1=O)=O)=O)CS(=O)(=O)O)=O